5-[4-(hydroxymethyl)phenyl]-10,15,20-triphenylporphyrin OCC1=CC=C(C=C1)C=1C2=CC=C(N2)C(=C2C=CC(C(=C3C=CC(=C(C=4C=CC1N4)C4=CC=CC=C4)N3)C3=CC=CC=C3)=N2)C2=CC=CC=C2